C12C(CC(CC1)CC2)[Si](C)(C)C bicyclo[2.2.2]oct-2-yl(tri-methyl)silane